(2R,3R,4R,5S)-1-(2-chlorophenethyl)-2-methylpiperidine-3,4,5-triol ClC1=C(CCN2[C@@H]([C@H]([C@@H]([C@H](C2)O)O)O)C)C=CC=C1